3-({[(diethylamino)methoxy]carbonyl}oxy)-2-[(1R,6R)-3-methyl-6-(prop-1-en-2-yl)cyclohexan-2-En-1-yl]-5-pentylphenyl(diethylamino)methyl carbonate C(OC(N(CC)CC)C1=C(C(=CC(=C1)CCCCC)OC(=O)OCN(CC)CC)[C@@H]1C=C(CC[C@H]1C(=C)C)C)([O-])=O